C(C)(=O)N[C@H]1C(O[C@@H]([C@H]([C@@H]1O)O)CO)C(C(=O)O)C[C@@H](C)[C@H]1CC[C@H]2[C@@H]3CC=C4CCCC[C@]4(C)[C@H]3CC[C@]12C N-acetylglucosaminyl-5-cholen-24-oic acid